5-[1-(4-Hydroxyphenyl)propan-2-yl]benzene-1,3-diol OC1=CC=C(C=C1)CC(C)C=1C=C(C=C(C1)O)O